ClC=1C=CC(=C(C=O)C1)OCC=1C=NC=CC1 5-chloro-2-(pyridin-3-ylmethoxy)benzaldehyde